N1C(=NC2=C1C=CC=C2)C2=CC(=NN2CC2=CC=C(C=C2)OC)NC(C2=CC=C(C=C2)F)=O N-[5-(1H-Benzimidazol-2-yl)-1-[(4-methoxyphenyl)methyl]pyrazol-3-yl]-4-fluoro-benzamide